NC1=NC(=C(C=C1C=1C=C2CCNC(C2=CC1F)=O)C1=C(C=C(C=C1)C=1CCOCC1)CO)F 6-(2-amino-5-(4-(3,6-dihydro-2H-pyran-4-yl)-2-(hydroxymethyl)phenyl)-6-fluoropyridin-3-yl)-7-fluoro-3,4-dihydroisoquinolin-1(2H)-one